1-((3S,5R)-1-acryloyl-5-(methoxymethyl)pyrrolidin-3-yl)-5-amino-3-((8-chloro-2,3-dihydrospiro[cyclopenta[c]cinnoline-1,1'-cyclopropan]-7-yl)ethynyl)-1H-pyrazole-4-carboxamide C(C=C)(=O)N1C[C@H](C[C@@H]1COC)N1N=C(C(=C1N)C(=O)N)C#CC=1C(=CC=2C3=C(N=NC2C1)CCC31CC1)Cl